2-(3-(4-(2-((1R,4R)-5-acetyl-2,5-diazabicyclo[2.2.1]heptan-2-yl)ethoxy)phenyl)ureido)-N-(4-(((2S,4R)-2-methyl-1-propionyl-1,2,3,4-tetrahydroquinolin-4-yl)amino)phenyl)acetamide C(C)(=O)N1[C@H]2CN([C@@H](C1)C2)CCOC2=CC=C(C=C2)NC(NCC(=O)NC2=CC=C(C=C2)N[C@@H]2C[C@@H](N(C1=CC=CC=C21)C(CC)=O)C)=O